4-(2-(benzyloxy)ethoxy)-N-(4-bromo-2,5-dimethylphenyl)-1-methyl-1H-pyrazole-5-carboxamide C(C1=CC=CC=C1)OCCOC=1C=NN(C1C(=O)NC1=C(C=C(C(=C1)C)Br)C)C